N-(3-chlorobenzoyl)piperazine-1-carboxamide ClC=1C=C(C(=O)NC(=O)N2CCNCC2)C=CC1